CC1(C2C(N(C(C12)=O)CC1=CC2=NC=CC(=C2S1)C1=NC(=CC(=C1NC1CN(CC1)C(=O)OC(C)(C)C)C)C(F)(F)F)=O)C tert-butyl 3-((2-(2-((6,6-dimethyl-2,4-dioxo-3-azabicyclo[3.1.0]hexan-3-yl)methyl)thieno[3,2-b]pyridin-7-yl)-4-methyl-6-(trifluoromethyl)pyridin-3-yl)amino)pyrrolidine-1-carboxylate